N-[2,3-difluoro-4-[[(3R)-tetrahydrofuran-3-yl]methoxy]phenyl]-7-fluoro-6-[(3S)-pyrrolidin-3-yl]oxy-pyrido[3,2-d]pyrimidin-4-amine FC1=C(C=CC(=C1F)OC[C@H]1COCC1)NC=1C2=C(N=CN1)C=C(C(=N2)O[C@@H]2CNCC2)F